CC(C#C)(CCCCCCCCCCCC)O 3-methyl-1-pentadecyn-3-ol